6-(diFluoromethoxy)-3,4-dihydronaphthalen-1(2H)-one FC(OC=1C=C2CCCC(C2=CC1)=O)F